FC1(C(C1)(C)S(=O)(=O)C=1N=C2N(N1)[C@@H](C[C@@H]2F)C2=CC=CC=C2)F (5S,7S)-2-(2,2-difluoro-1-methyl-cyclopropyl)sulfonyl-7-fluoro-5-phenyl-6,7-dihydro-5H-pyrrolo[1,2-b][1,2,4]triazole